C[C@]12CC[C@H]3[C@H]([C@@H]1CCC2=O)CCC4=CC(=C(C=C34)OC)O[C@H]5[C@@H]([C@H]([C@@H]([C@H](O5)C(=O)[O-])O)O)O The molecule is a steroid glucuronide anion that is the conjugate base of 2-methoxyestrone 3-O-(beta-D-glucuronide) arising from deprotonation of the carboxylic acid function; major species at pH 7.3. It is a steroid glucosiduronic acid anion, a beta-D-glucosiduronate and a monocarboxylic acid anion. It is a conjugate base of a 2-methoxyestrone 3-O-(beta-D-glucuronide).